C(C1=CC=CC=C1)N(CCCN)CCCC N1-benzyl-N1-butylpropane-1,3-diamine